3-[(cyclopropylmethyl)amino]-2-fluorobenzoic acid propyl ester C(CC)OC(C1=C(C(=CC=C1)NCC1CC1)F)=O